NCCCCSCCOC1=C(C(=CC=C1)C1=CC=CC=C1)O (2-((4-aminobutyl)thio)ethoxy)-[1,1'-biphenyl]-2-ol